1-cyano-N-(5-(piperidin-1-yl)pyridin-2-yl)pyrrolidine-3-carboxamide C(#N)N1CC(CC1)C(=O)NC1=NC=C(C=C1)N1CCCCC1